BrC=1C=C(N(C1)S(=O)(=O)C1=CC=C(C)C=C1)C=O 4-bromo-2-formyl-N-tosylpyrrole